C(C(=C)C)(=O)O.C(C(=C)C)(=O)O.OCC(O)CO.OCC(O)CO.OCC(O)CO triglycerol dimethacrylate